COC(=O)C1=CC2=CC[C@H]3[C@@H]4CCC[C@@]4(CC(=O)NC(C)(C)C)CC[C@@H]3[C@]2(CC1)C (N-tert-butyl-amino-formyl)androstane-3,5-diene-3-carboxylic acid methyl ester